C(C)(C)(C)OC(=O)N1CC(C1)C1=CNC2=C1C=NC(=C2)Cl 3-(6-chloro-1H-pyrrolo[3,2-c]pyridin-3-yl)azetidine-1-carboxylic acid tert-butyl ester